C(=O)(OC(C)(C)C)C(CCCN)N 1-Boc-1,4-diaminobutane